(S)-1-Cyclopropyl-4-Fluoro-N'-(((R)-3-methyl-1,2,3,5,6,7-hexahydrodicyclopenta[b,e]pyridin-8-yl)carbamoyl)-1H-pyrazol-3-sulfonimidamid C1(CC1)N1N=C(C(=C1)F)[S@](=O)(N)=NC(NC1=C2C(=NC3=C1CCC3)[C@@H](CC2)C)=O